tert-butyl (R)-(1-(3-methylpyridin-2-yl) pyrrolidin-3-yl)carbamate CC=1C(=NC=CC1)N1C[C@@H](CC1)NC(OC(C)(C)C)=O